N-(3-(chloromethyl)-1,2,4-thiadiazol-5-yl)-5-(3-(trifluoromethoxy)phenyl)-2-(trifluoro-methyl)furan-3-carboxamide ClCC1=NSC(=N1)NC(=O)C1=C(OC(=C1)C1=CC(=CC=C1)OC(F)(F)F)C(F)(F)F